alpha-ethyl-styrene C(C)C(=C)C1=CC=CC=C1